N-(3-cyanophenyl)-2-(4-fluoro-2-methylphenoxy)-4-methoxybenzamide C(#N)C=1C=C(C=CC1)NC(C1=C(C=C(C=C1)OC)OC1=C(C=C(C=C1)F)C)=O